BrC1=NN(C2=CC=CC=C12)C 3-bromo-1-methylindazole